1-benzyl-N-(2-hydroxyethyl)-1H-indole-4-carboxamide C(C1=CC=CC=C1)N1C=CC=2C(=CC=CC12)C(=O)NCCO